NC1=C2C(=NC=N1)N(N=C2C2=CC=C(C=C2)OC2=CC=CC=C2)CCNS(=O)(=O)C2=C(C(=C(C(=C2C(F)(F)F)F)F)F)F N-(2-(4-amino-3-(4-phenoxyphenyl)-1H-pyrazolo[3,4-d]pyrimidin-1-yl)ethyl)-2,3,4,5-tetrafluoro-6-(trifluoromethyl)benzenesulfonamide